FC=1C(=C(C(=O)NCCCC=C)C=C(C1F)CC1=C(C(=NC=C1)NS(=O)(=O)NC)F)NC1=C(C=C(C=C1)I)F 3,4-difluoro-5-((3-fluoro-2-((N-methylaminosulfonyl)amino)pyridin-4-yl)methyl)-2-((2-fluoro-4-iodophenyl)amino)-N-(pent-4-en-1-yl)benzamide